N-((1-(8-FLUOROQUINAZOLIN-4-YL)PIPERIDIN-3-YL)METHYL)METHANESULFONAMIDE FC=1C=CC=C2C(=NC=NC12)N1CC(CCC1)CNS(=O)(=O)C